ClC1=C(C(=NC(=N1)C1=NC=CC=C1)NC1=CC=CC=C1)C(F)(F)F 6-chloro-N-phenyl-2-(2-pyridyl)-5-(trifluoromethyl)-4-pyrimidinamine